CN1CCCC=2C(=CC=CC12)C(=O)NC1CCC(CC1)NC1=CC(=NC(=C1)C(F)(F)F)C(F)(F)F 1-methyl-N-[(1s,4s)-4-{[2,6-bis(trifluoromethyl)pyridin-4-yl]amino}cyclohexyl]-1,2,3,4-tetrahydroquinoline-5-carboxamide